(3R)-3-amino-7-[5-(3-methyl-oxetan-3-yl)-1,3,4-oxadiazol-2-yl]-1,1-dioxo-5-[[4-[5-(trifluoromethyl)-1,2,4-oxadiazol-3-yl]phenyl]methyl]-2,3-dihydro-1lambda6,5-benzothiazepine-4-One N[C@H]1CS(C2=C(N(C1=O)CC1=CC=C(C=C1)C1=NOC(=N1)C(F)(F)F)C=C(C=C2)C=2OC(=NN2)C2(COC2)C)(=O)=O